1,3-undecanediol tert-butyl-N-[[4-[[3-(3-chloro-2-fluoro-phenyl)-4-(4-chloro-2-fluoro-phenyl)-4-cyano-5-(2,2-dimethylpropyl)pyrrolidine-2-carbonyl]amino]cyclohexyl]methyl]carbamate C(C)(C)(C)N(C(O)=O)CC1CCC(CC1)NC(=O)C1NC(C(C1C1=C(C(=CC=C1)Cl)F)(C#N)C1=C(C=C(C=C1)Cl)F)CC(C)(C)C.C(CC(CCCCCCCC)O)O